4-Methyl-2,3-dihydro-1H-3-benzoazepin-2-one CC1=CC2=C(CC(N1)=O)C=CC=C2